CS(=O)(=O)OCCOC1CC2(C1)CCN(CC2)C(=O)OCC2=CC=CC=C2 benzyl 2-[2-(methanesulfonyloxy)ethoxy]-7-azaspiro[3.5]nonane-7-carboxylate